2',3',5'-tri-O-acetyl-uridine C(C)(=O)O[C@H]1[C@@H](O[C@@H]([C@H]1OC(C)=O)COC(C)=O)N1C(=O)NC(=O)C=C1